ClC1=CC=C2C(=N1)N=C(O2)N[C@H]2CN(CCC2)CC 5-chloro-N-[(3R)-1-ethyl-3-piperidyl]oxazolo[4,5-b]pyridin-2-amine